tetrahydro-4H-[1,3]dioxolo[4,5-c]pyrrol-4-one O1COC2C1CNC2=O